7-{(2-hydroxyethyl)[7-(1-octylnonyloxycarbonyl)heptyl]amino}heptyl 10-methylundecanoate CC(CCCCCCCCC(=O)OCCCCCCCN(CCCCCCCC(=O)OC(CCCCCCCC)CCCCCCCC)CCO)C